C[C@]12CC[C@H]3[C@H]([C@@H]1C[C@H]([C@@H]2O)O)CC(=O)C4=C3C=CC(=C4)O The molecule is a 3-hydroxy steroid that is estriol carrying an oxo group at position 6. It has a role as a human urinary metabolite. It is a 3-hydroxy steroid, a 6-oxo steroid, a 16alpha-hydroxy steroid and a 17beta-hydroxy steroid. It derives from an estriol. It derives from a hydride of an estrane.